1-Methyl-7-(3-((4-(trifluoromethyl)phenyl)thio)pyrazin-2-yl)quinazolin-4(1H)-one CN1C=NC(C2=CC=C(C=C12)C1=NC=CN=C1SC1=CC=C(C=C1)C(F)(F)F)=O